N-[(1S)-1-(4,4-difluorocyclohexyl)-2-oxo-2-[[1-[(2-oxopyrrolidin-3-yl)methyl]pyrazol-4-yl]amino]ethyl]-2-isopropyl-pyrazole-3-carboxamide FC1(CCC(CC1)[C@@H](C(NC=1C=NN(C1)CC1C(NCC1)=O)=O)NC(=O)C=1N(N=CC1)C(C)C)F